1,4-dihydro-3-methoxy-4-oxo-2,5-pyridinedicarboxylic acid 2-methyl ester COC(=O)C=1NC=C(C(C1OC)=O)C(=O)O